C(CCCCCC=C)C(=CC[SiH2]Cl)CCCCCCC=C di(7-octenyl)allyl-chlorosilane